methyl (2S)-2-[(2S)-2-amino-6-{[(9H-fluoren-9-ylmethoxy)carbonyl]amino}hexanamido]-3-hydroxypropanoate N[C@H](C(=O)N[C@H](C(=O)OC)CO)CCCCNC(=O)OCC1C2=CC=CC=C2C=2C=CC=CC12